ClC1=C(C=CC=C1Cl)N1[C@@H](CN(CC1)C(=O)O)C (R)-4-(2,3-dichlorophenyl)-3-methylpiperazine-1-carboxylic acid